NC1=NC(=C(C=2N1C(NN2)=O)C2=CC1=C(N=CO1)C(=C2)C)C2=CC=C(C=C2)F 5-amino-7-(4-fluorophenyl)-8-(4-methylbenzo[d]oxazol-6-yl)-[1,2,4]triazolo[4,3-C]pyrimidin-3(2H)-one